S1C(=NC2=C1C=CC=C2)NC=2C(=C(CN1C[C@@H](N(CC1)C(=O)C1CCCC1)C)C=C(C2)Cl)C (S)-(4-(3-(benzo[d]thiazol-2-ylamino)-5-chloro-2-methylbenzyl)-2-methylpiperazin-1-yl)(cyclopentyl)methanone